1-(±)-Tert-butyl 4-(5-acetyl-2-pyridyl)-2-ethyl-piperazine-1-carboxylate C(C)(=O)C=1C=CC(=NC1)N1C[C@H](N(CC1)C(=O)OC(C)(C)C)CC |r|